N1=CN=C(C2=C1NC=C2)C2=CN=C(S2)[C@H](C#N)CCC |r| (2S)- and (2R)-2-[5-(7H-Pyrrolo[2,3-d]pyrimidin-4-yl)-1,3-thiazol-2-yl]pentane-nitrile